5-fluoro-2-oxo-spiro[benzofuran-3,1'-cyclopropane] FC=1C=CC2=C(C1)C1(CC1)C(O2)=O